(R)-N-(7-chloro-6-(1-((3S,4S)-4-hydroxy-3-methyltetrahydrofuran-3-yl)piperidin-4-yl)isoquinolin-3-yl)-5,5-dimethyltetrahydrofuran-3-carboxamide ClC1=C(C=C2C=C(N=CC2=C1)NC(=O)[C@H]1COC(C1)(C)C)C1CCN(CC1)[C@]1(COC[C@H]1O)C